7-(Pyridin-4-yl)imidazo[1,2-a]pyridine N1=CC=C(C=C1)C1=CC=2N(C=C1)C=CN2